N-(3-(2-amino-1-hydroxy-2-oxoethyl)-4-fluorophenyl)-2-(4-fluoro-2-methylphenoxy)-5-(trifluoromethyl)benzamide NC(C(O)C=1C=C(C=CC1F)NC(C1=C(C=CC(=C1)C(F)(F)F)OC1=C(C=C(C=C1)F)C)=O)=O